FC1=C(C=CC=C1OC)C1=C(C(=CC=C1)NC(=O)C=1C(N(C=C(C1)CNCCO)C)=O)C N-(2'-Fluoro-3'-methoxy-2-methylbiphenyl-3-yl)-5-((2-hydroxyethylamino)methyl)-1-methyl-2-oxo-1,2-dihydropyridin-3-carboxamid